CN(C(=O)C1=CC(=CN1C)C=1C=C(C=C(C1)O)[C@@H](C)NC(=O)C=1C=C(C=CC1C)N1C[C@H]2CC[C@@H](C1)N2C(=O)OC(C)(C)C)C tert-Butyl (1R,5S)-3-[3-[[(1R)-1-[3-[5-(dimethylcarbamoyl)-1-methyl-pyrrol-3-yl]-5-hydroxy-phenyl]ethyl]carbamoyl]-4-methyl-phenyl]-3,8-diazabicyclo[3.2.1]octane-8-carboxylate